ethyl (S)-2-oxo-2-((1,2,3,4-tetrahydronaphthalen-1-yl)amino)acetate O=C(C(=O)OCC)N[C@H]1CCCC2=CC=CC=C12